BrC=1C=CC(=C(C1)N(C#N)C)[N+](=O)[O-] N-(5-bromo-2-nitrophenyl)-N-methyl-cyanamide